(9R)-9-Methyl-1-prop-1-en-2-yl-5-propyl-8-oxatricyclo[7.3.1.02,7]trideca-2,4,6-trien-3-ol C[C@@]12OC3=CC(=CC(=C3C(CCC1)(C2)C(=C)C)O)CCC